C(CC)(=O)O.CO[SiH](OC)OC trimethoxysilane propionate